5-Amino-2-naphthalenesulphonic Acid NC1=C2C=CC(=CC2=CC=C1)S(=O)(=O)O